((methylamino)-10-decyl)triphenyl-phosphonium chloride [Cl-].CNC(CCCCCCCCC)[P+](C1=CC=CC=C1)(C1=CC=CC=C1)C1=CC=CC=C1